3',5-dipropyl-3-[(S)-2,6-diamino-1-hexanoyl]amino-2,4'-dihydroxy-1,1'-biBenzene C(CC)C=1C=C(C=CC1O)C1=C(C(=CC(=C1)CCC)NC([C@H](CCCCN)N)=O)O